C1(CCCCC1)CN1N=CC(=C1C(=O)Cl)C(F)(F)F 1-(cyclohexylmethyl)-4-(trifluoromethyl)-1H-pyrazole-5-carbonyl chloride